N-tert-butyl-2-({2-[4-(2-hydroxyethoxy)-5-methylpyridin-2-yl]-5H,6H,7H-cyclopenta[d]pyrimidin-4-yl}(methyl)amino)acetamide C(C)(C)(C)NC(CN(C)C=1C2=C(N=C(N1)C1=NC=C(C(=C1)OCCO)C)CCC2)=O